FC(C1(CC1)NC1CC2(CN(C2)C(=O)OC(C)(C)C)C1)(F)F tert-butyl 6-[[1-(trifluoromethyl) cyclopropyl] amino]-2-azaspiro[3.3]heptane-2-carboxylate